2-methyl-4-(7-methyl-1-tetrahydropyran-2-yl-3-vinyl-pyrazolo[3,4-c]pyridin-5-yl)pyrazol-3-ol CN1N=CC(=C1O)C=1C=C2C(=C(N1)C)N(N=C2C=C)C2OCCCC2